5-(furan-2-yl)-N-(1-(pyrrolidin-3-yl)-1H-pyrazol-4-yl)isoxazole-3-carboxamide hydrochloride Cl.O1C(=CC=C1)C1=CC(=NO1)C(=O)NC=1C=NN(C1)C1CNCC1